O=C1NC(CCC1N1C(N(C2=C1C=CC(=C2)CCCN2C[C@@H](OCC2)CN(C(OC(C)(C)C)=O)C)C)=O)=O Tert-butyl N-[[(2R)-4-[3-[1-(2,6-dioxo-3-piperidyl)-3-methyl-2-oxo-benzimidazol-5-yl]propyl] morpholin-2-yl]methyl]-N-methyl-carbamate